ClC=1C=C2CCC[C@]3(COC4=CC=C5C(NS(CCC[C@@H]([C@@H]6CC[C@H]6CN(C3)C4=C5)O)(=O)=O)=O)C2=CC1 (1S,3'R,6'R,7'S)-6-chloro-7'-hydroxy-3,4-dihydro-2H,13'H-spiro[naphthalene-1,20'-[18]oxa[11]thia[1,12]diazatetracyclo[12.7.2.03,6.017,22]tricosa[14,16,22]trien]-13'-one 11',11'-dioxide